COC=1C(=CC=2C(=C3C(=NC2C1)CCOCC3)NC3CCN(CC3)C)OC N-{8,9-dimethoxy-1H,2H,4H,5H-oxepino[4,5-b]quinolin-11-yl}-1-methylpiperidin-4-amine